CN(C1=CC(=CC=C1)OC)C N,N-dimethyl-m-methoxyaniline